(3R,4S)-3-cyclopropyl-4-methyl-1-(6-(4-methyl-2H-1,2,3-triazol-2-yl)pyrrolo[1,2-b]pyridazin-4-yl)-2-oxopyrrolidine-3-carbonitrile C1(CC1)[C@]1(C(N(C[C@H]1C)C=1C=2N(N=CC1)C=C(C2)N2N=CC(=N2)C)=O)C#N